C(C)(C)N(C(=S)N)C(C)C N,N-diisopropylthiourea